O=C1NC(CCC1N1C(N(C2=C1C=CC=C2N2CCC1(C(CN(CC1)C(=O)OC(C)(C)C)(F)F)CC2)C)=O)=O 3-Tert-butyl 9-[1-(2,6-dioxo-3-piperidyl)-3-methyl-2-oxo-benzimidazol-4-yl]-5,5-difluoro-3,9-diazaspiro[5.5]undecane-3-carboxylate